phosphorus(III) tribromide P(Br)(Br)Br